O.Cl.FC1=CC2=C(C(=NO2)C2CN(CCC2)C(CCC(=O)C2C(N3C4=C(C=CC=C4C2)CC3)=O)C)C=C1 5-(4-(3-(6-fluorobenzoisoxazolyl)-1-piperidinyl)pentanoyl)-5,6-dihydro-1H-pyrrolo[3,2,1-ij]quinolin-4(2H)-one hydrochloride hydrate